6,6'-{1,4,7-triazecane-1,4-diylbis[methylene(2-hydroxy-5-methyl-3,1-phenylene)methyleneazanediyl]}di(hexane-1,2,3,4,5-pentol) N1(CCN(CCNCCC1)CC=1C(=C(C=C(C1)C)CNCC(C(C(C(CO)O)O)O)O)O)CC=1C(=C(C=C(C1)C)CNCC(C(C(C(CO)O)O)O)O)O